C(CCCCCCCCCCCCCCCCC)C(C(=O)O)(CSCCC(=O)O)CCCCCCCCCCCCCCCCCC.S(CCC(=O)OCCCCCCCCCCCCCCCCCC)CCC(=O)OCCCCCCCCCCCCCCCCCC dioctadecyl 3,3'-thiodipropionate (Dioctadecyl 3,3'-thiodipropionate)